3-(6-(4-(tert-butoxycarbonyl)phenyl)pyridin-3-yl)propionic acid C(C)(C)(C)OC(=O)C1=CC=C(C=C1)C1=CC=C(C=N1)CCC(=O)O